ClC=1C(N(C(=CC1OC([2H])([2H])C1=NC=C(C=C1F)F)C)C1=CC(=NC=C1C)N1N=C(C=C1)S(=O)(=O)CCC)=O 3-Chloro-4-((3,5-difluoropyridin-2-yl)methoxy-d2)-5',6-dimethyl-2'-(3-(propylsulfonyl)-1H-pyrazol-1-yl)-2H-[1,4'-bipyridin]-2-one